S(C)(=O)(=O)O.C(C)N Ethylamine mesylate